9,9'-(6-(3-phenyl-9H-carbazol-9-yl)-4-(2-(pyridin-2-yl)phenyl)pyridine-2,5-diyl)bis(9H-carbazole-3-carbonitrile) C1(=CC=CC=C1)C=1C=CC=2N(C3=CC=CC=C3C2C1)C1=C(C(=CC(=N1)N1C2=CC=CC=C2C=2C=C(C=CC12)C#N)C1=C(C=CC=C1)C1=NC=CC=C1)N1C2=CC=CC=C2C=2C=C(C=CC12)C#N